tert-Butyl (S)-2-(3-((((9H-fluoren-9-yl)methoxy)carbonyl)amino)propanamido)-6-diazo-5-oxohexanoate C1=CC=CC=2C3=CC=CC=C3C(C12)COC(=O)NCCC(=O)N[C@H](C(=O)OC(C)(C)C)CCC(C=[N+]=[N-])=O